N-[5-(2,2-difluoroethoxy)-4,6-dimethoxy-pyrimidin-2-yl]-6-(difluoromethyl)-1H-pyrrolo[2,3-b]pyridine-3-sulfonamide FC(COC=1C(=NC(=NC1OC)NS(=O)(=O)C1=CNC2=NC(=CC=C21)C(F)F)OC)F